5-(8-((1S,2S)-2-(1'-(2,2-difluoropropyl)-2'-oxospiro[cyclopropane-1,3'-indolin]-6'-yl)cyclopropyl)-3-fluoroimidazo[1,2-b]pyridazin-6-yl)pyrimidine-2,4(1H,3H)-dione FC(CN1C(C2(C3=CC=C(C=C13)[C@@H]1[C@H](C1)C=1C=3N(N=C(C1)C=1C(NC(NC1)=O)=O)C(=CN3)F)CC2)=O)(C)F